C(C)(C)(C)C1=C(N=NC=C1)O[C@H]1C[C@H](CC1)C1=CC(=NN1)NC=1C=CC2=C(CNS2(=O)=O)C1F cis-5-((5-(3-((4-(tert-butyl)pyridazin-3-yl)oxy)cyclopentyl)-1H-pyrazol-3-yl)amino)-4-fluoro-2,3-dihydrobenzo[d]isothiazole 1,1-dioxide